3-((Trimethylsilyl)ethynyl)-2-aminopyridine C[Si](C)(C)C#CC=1C(=NC=CC1)N